2-[6-cyclobutyl-4-(difluoromethyl)-5-fluoro-1-oxo-phthalazin-2-yl]Acetic acid C1(CCC1)C=1C(=C2C(=NN(C(C2=CC1)=O)CC(=O)O)C(F)F)F